OC1=CC=CC2=CC3=C(C=CC=C3C=C12)O 4,8-dihydroxyanthracene